C(C)(C)(C)NC(=O)NC=1C(=CC2=C(O[C@@H](C(N2[C@@H](C)C2=CC=CC=C2)=O)C)N1)C(F)(F)F 1-(tert-butyl)-3-((R)-3-methyl-2-oxo-1-((S)-1-phenylethyl)-7-(trifluoromethyl)-2,3-dihydro-1H-pyrido[2,3-b][1,4]oxazin-6-yl)urea